NC(CN[C@@H](CCC(=O)O)C(=O)O)C(=O)O N-(2-amino-2-carboxyethyl)-L-glutamic acid